2-(2-methanesulfonylpropan-2-yl)-5-(4,4,5,5-tetramethyl-1,3,2-dioxaborolan-2-yl)pyridine CS(=O)(=O)C(C)(C)C1=NC=C(C=C1)B1OC(C(O1)(C)C)(C)C